C(C)(C)(C)OC(=O)N1CC2(C1)CC(C2)C2=NC(=NN2)C(C(F)(F)F)O 6-[3-(2,2,2-trifluoro-1-hydroxy-ethyl)-1H-1,2,4-triazol-5-yl]-2-azaspiro[3.3]heptane-2-carboxylic Acid Tert-Butyl Ester